(1S,3aR,6aS)-N-{(1S)-1-cyano-2-[(3S)-2-oxo-3-pyrrolidinyl]ethyl}-2-[(2S)-3,3-dimethyl-2-(2,2,2-trifluoroacetylamino)butanoyl]octahydrocyclopenta[C]pyrrole-1-carboxamide C(#N)[C@H](C[C@H]1C(NCC1)=O)NC(=O)[C@H]1N(C[C@H]2[C@@H]1CCC2)C([C@H](C(C)(C)C)NC(C(F)(F)F)=O)=O